(E)-4-piperidino-2-butenoic acid N1(CCCCC1)C/C=C/C(=O)O